BrC=1C(=C(C=CC1Cl)O)CBr 3-bromo-2-(bromomethyl)-4-chlorophenol